(8-{[2-(4-chlorophenyl)imidazo[1,2-a]pyridin-3-yl]-methyl}-3,8-diazabicyclo[3.2.1]oct-3-yl)(6-methoxy-3-methylpyridin-2-yl)methanone ClC1=CC=C(C=C1)C=1N=C2N(C=CC=C2)C1CN1C2CN(CC1CC2)C(=O)C2=NC(=CC=C2C)OC